ClC=1C(=CC(=NC1)NC(CCC1CNCC1)=O)C1=C2N(N=C1)CC(C2)(C)C N-(5-chloro-4-(5,5-dimethyl-5,6-dihydro-4H-pyrrolo[1,2-b]pyrazol-3-yl)pyridin-2-yl)-3-(pyrrolidin-3-yl)propionamide